C(C[N+](C)(C)CC1=CC=C(C=C1)C(C1=CC=CC=C1)=O)[N+](C)(C)CC1=CC=C(C=C1)C(C1=CC=CC=C1)=O ethylenebis(4-benzoylbenzyldimethylammonium)